Benzyl (3aS,5S)-5-phenoxy-3,3a,4,5-tetrahydrocyclopenta[c]pyrrole-2(1H)-carboxylate O(C1=CC=CC=C1)[C@H]1C[C@H]2C(CN(C2)C(=O)OCC2=CC=CC=C2)=C1